OC(CC=1SC(=CN1)C1=NC(=NC=C1C(F)(F)F)NC1CCN(CC1)S(=O)(=O)C=1C=NN(C1)CC#N)(C)C 2-(4-((4-((4-(2-(2-hydroxy-2-methylpropyl)thiazol-5-yl)-5-(trifluoromethyl)pyrimidin-2-yl)amino)piperidin-1-yl)sulfonyl)-1H-pyrazol-1-yl)acetonitrile